mono(2-propyn-1-yl) ether C(C#C)OCC#C